CN1N=C(C(=C1C)O)CC 1,5-Dimethyl-3-ethyl-4-hydroxypyrazole